N2-Butyl-N4-cyclopentyl-N2-methyl-5,6,7,8-tetrahydropyrido[3,2-d]pyrimidine-2,4-diamine C(CCC)N(C=1N=C(C2=C(N1)CCCN2)NC2CCCC2)C